tributyl-trivinylcyclotrisiloxane C(CCC)[Si]1(O[Si](O[Si](O1)(C=C)CCCC)(C=C)CCCC)C=C